CC1=C(C(=CC=C1)C)C=1C=C2OC[C@H](NC(C3=NN(C(S(NC(N1)=N2)(=O)=O)=C3)C)=O)CC(C)(C)C (10R)-15-(2,6-Dimethylphenyl)-10-(2,2-dimethylpropyl)-5-methyl-3,3-dioxo-12-oxa-3λ6-thia-2,5,6,9,16,17-hexazatricyclo[11.3.1.14,7]octadeca-1(17),4(18),6,13,15-pentaen-8-one